C(C)OC=1C2=CC=CC=C2C(=C2C=CC=CC12)OCC 9,10-diethoxy-anthracene